FC1CC(N2N=C(N=C21)[S@](=O)CF)C2=CC(=CC=C2)F 7-fluoro-2-[(S)-fluoromethylsulfinyl]-5-(3-fluorophenyl)-6,7-dihydro-5H-pyrrolo[1,2-b][1,2,4]triazole